3-methoxycatechol sulfate S(=O)(=O)(O)O.COC1=C(C(O)=CC=C1)O